7-Isopropyl-4-(4-fluoro-3-(2-(1-fluorocyclopropyl)-7-methoxyimidazo[1,2-a]pyridin-6-yl)phenyl)-7H-imidazo[4,5-c]pyridazine C(C)(C)N1C=NC2=C1N=NC=C2C2=CC(=C(C=C2)F)C=2C(=CC=1N(C2)C=C(N1)C1(CC1)F)OC